C(C1=CC=CC=C1)OC(=O)N(C1=CC(=C(C=C1)C(C(=O)OCC1=CC=CC=C1)C(=O)C1=NN(C=2CC(CCC12)(C)C)C1OCCCC1)[N+](=O)[O-])C Benzyl 2-(4-{[(benzyloxy) carbonyl] (methyl) amino}-2-nitrophenyl)-3-[6,6-dimethyl-1-(oxan-2-yl)-5,7-dihydro-4H-indazol-3-yl]-3-oxopropionate